4-fluoro-N-[4-fluoro-5-(2-morpholin-4-ylpyrimidin-5-yl)-2-[(3R,5S)-3,5-dimethylpiperazin-1-yl]phenyl]-2-(trifluoromethyl)benzamide FC1=CC(=C(C(=O)NC2=C(C=C(C(=C2)C=2C=NC(=NC2)N2CCOCC2)F)N2C[C@H](N[C@H](C2)C)C)C=C1)C(F)(F)F